ClC1=CC=C(C=C1)CN1C([C@H]([C@H](SC2=C1C=C(C(=C2)F)C(=O)NN)C)NC(OC(C)(C)C)=O)=O tert-butyl N-[(2R,3R)-5-[(4-chlorophenyl)methyl]-8-fluoro-7-(hydrazinecarbonyl)-2-methyl-4-oxo-2,3-dihydro-1,5-benzothiazepin-3-yl]carbamate